4-((1-((2-Bromo-4-methoxyphenyl)sulfonyl)-3-(hydroxymethyl)azetidin-3-yl)methoxy)-2-fluorobenzonitrile BrC1=C(C=CC(=C1)OC)S(=O)(=O)N1CC(C1)(CO)COC1=CC(=C(C#N)C=C1)F